CC=1C(=C(C=C(C1)C(F)(F)F)O)C=1C=2N(C(=NN1)N[C@H]1CN(CCC1)C)N=C(C2)C 3-methyl-2-(2-methyl-7-{[(3R)-1-methylpiperidin-3-yl]amino}pyrazolo[1,5-d][1,2,4]triazin-4-yl)-5-(trifluoromethyl)phenol